tert-Butyl 2-(3-acetyl-5-(2-(pyridin-4-yloxy)pyrimidin-5-yl)-1H-indazol-1-yl)acetate C(C)(=O)C1=NN(C2=CC=C(C=C12)C=1C=NC(=NC1)OC1=CC=NC=C1)CC(=O)OC(C)(C)C